(Z)-1,3-bis(1-(2-(2-methoxyethoxy)ethoxy)prop-1-en-2-yl)benzene COCCOCCOC=C(C)C1=CC(=CC=C1)\C(=C/OCCOCCOC)\C